[C@@H]1([C@H](O)[C@@H](O)[C@@H](O)[C@H](O1)CO)OC[C@H]([C@H]([C@@H]([C@H](C(=O)O)O)O)O)O 6-O-β-D-galactopyranosylgluconic acid